N2-(3,4-difluorobenzyl)-N3-Cycloheptylquinoxaline-2,3-diamine FC=1C=C(CNC2=NC3=CC=CC=C3N=C2NC2CCCCCC2)C=CC1F